C(CCCCC)SC=1N=NN(C1)CCC[Si](OCC)(OCC)OCC 4-hexylthio-1-[3-(triethoxysilyl)propyl]-1,2,3-triazole